ethyl (4-(4-bromophenyl)-1-methyl-1,2,5,6-tetrahydropyridin-3-yl)carbamate BrC1=CC=C(C=C1)C1=C(CN(CC1)C)NC(OCC)=O